[Sn].[Ba] Barium-Tin